3-(3-((4-chlorobenzyl)oxy)-4-(ethylsulfonamido)phenyl)-5-(pyrazin-2-ylamino)-1H-pyrazole-4-carboxamide ClC1=CC=C(COC=2C=C(C=CC2NS(=O)(=O)CC)C2=NNC(=C2C(=O)N)NC2=NC=CN=C2)C=C1